(S)-3-chloro-N-(3-(1-((2-ethyl-2H-pyrazolo[3,4-b]pyrazin-6-yl)amino)ethyl)-4-methylphenyl)-5-fluoro-4-((4-methylpiperazin-1-yl)methyl)benzamide ClC=1C=C(C(=O)NC2=CC(=C(C=C2)C)[C@H](C)NC=2C=NC=3C(N2)=NN(C3)CC)C=C(C1CN1CCN(CC1)C)F